7-[2-(4-benzo[d]isoxazol-3-yl-piperidin-1-yl)-ethyl]-1-methyl-6,7-dihydro-5H-imidazo[1,5-a]pyrazin-8-one O1N=C(C2=C1C=CC=C2)C2CCN(CC2)CCN2C(C=1N(CC2)C=NC1C)=O